CN1C2=C(OC[C@@H](C1=O)NC(OC(C)(C)C)=O)C=CC(=C2)OC[C@H]2N(C(CC2)=O)C tert-butyl ((S)-5-methyl-7-(((S)-1-methyl-5-oxopyrrolidin-2-yl)methoxy)-4-oxo-2,3,4,5-tetrahydrobenzo[b][1,4]oxazepin-3-yl)carbamate